tert-butyl 2-{[2-(2,6-dioxopiperidin-3-yl)-1-oxo-2,3-dihydro-1H-isoindol-4-yl]oxy}acetate O=C1NC(CCC1N1C(C2=CC=CC(=C2C1)OCC(=O)OC(C)(C)C)=O)=O